FC=1C=C(CN2CC(CC2)C(=O)N)C=CC1 (3-fluorobenzyl)pyrrolidine-3-carboxamide